FC(C(=O)O)(F)F.ClC1=CC2=C(C=N1)C(=NN2)N2CC(CC2)(C#N)C 1-(6-chloro-1H-pyrazolo[4,3-c]pyridin-3-yl)-3-methylpyrrolidine-3-carbonitrile trifluoroacetate